2-(2-Chloro-5-{3-[(2-cyclopentyl-1-oxoisoindolin-5-yloxy)methyl]phenyl}phenyl)acetic acid ClC1=C(C=C(C=C1)C1=CC(=CC=C1)COC=1C=C2CN(C(C2=CC1)=O)C1CCCC1)CC(=O)O